C1(CC1)CONC(C1=CC(=C(C=C1)N1CCN(CC1)CC1=CC=2C3=C(N(C(NC3=C1F)=O)CC)N=CN2)C)=O N-(cyclopropylmethoxy)-4-(4-((3-ethyl-9-fluoro-2-oxo-2,3-dihydro-1H-pyrimido[4,5,6-de]quinazolin-8-yl)methyl)piperazin-1-yl)-3-methylbenzamide